1,1,1,3,3,3-hexafluoropropan-2-yl (+)-1-(pyrazin-2-ylcarbamoyl)-6-azaspiro[2.5]octane-6-carboxylate N1=C(C=NC=C1)NC(=O)C1CC12CCN(CC2)C(=O)OC(C(F)(F)F)C(F)(F)F